C(C)(C)(C)OC(CC(=O)C)=O t-butylacetoacetate